5-(2-methoxyethyl)-4,5,6,7-tetrahydropyrazolo[1,5-a]pyrazin-3-amine COCCN1CC=2N(CC1)N=CC2N